(S)-N1-Ethyl-5-(3-methylbenzofuran-2-carboxamido)-2-oxo-N6-(2-oxo-1-(2-oxo-2-((1R,2S,4R)-1,7,7-trimethylbicyclo[2.2.1]heptan-2-ylamino)ethyl)-1,2-dihydropyridin-3-yl)hexandiamid C(C)NC(C(CC[C@@H](C(=O)NC=1C(N(C=CC1)CC(N[C@@H]1[C@@]2(CC[C@H](C1)C2(C)C)C)=O)=O)NC(=O)C=2OC1=C(C2C)C=CC=C1)=O)=O